5R-(4-Amino-1H-imidazo[4,5-c]pyridin-1-yl)-3-(hydroxymethyl)-3-cyclopenten NC1=NC=CC2=C1N=CN2[C@H]2C=C(CC2)CO